N-(2,3-dihydro-1,4-benzoxazin-4-yl)-3-(morpholin-4-yl)-7-(2,3,5-trifluorophenyl)thieno[3,2-b]Pyridine-2-carboxamide O1CCN(C2=C1C=CC=C2)NC(=O)C2=C(C1=NC=CC(=C1S2)C2=C(C(=CC(=C2)F)F)F)N2CCOCC2